CC1=CC=CC(=N1)C1=NN(C=C1C1=CC=NC2=CC=CC=C12)CC(=O)NC=1C=NC=C(C(=O)OCCN(C)C)C1 2-(dimethylamino)ethyl 5-(2-(3-(6-methylpyridin-2-yl)-4-(quinolin-4-yl)-1H-pyrazol-1-yl)acetamido)nicotinate